ClC=1C(=NC(=NC1)NC1=CC=C2C=NN(C2=C1)CC(C)(C)O)NC1=C(C=CC=C1)P(C)C (2-((5-chloro-2-((1-(2-hydroxy-2-methylpropyl)-1H-indazol-6-yl)amino)pyrimidin-4-yl)amino)phenyl)dimethylphosphine